(S)-2-(N,4-dimethylphenylsulfonylamino)-3-(pyridin-2-yl)propionic acid HBr Br.CN([C@H](C(=O)O)CC1=NC=CC=C1)S(=O)(=O)C1=CC=C(C=C1)C